2-(3-fluoro-4-(methylsulfonyl)phenyl)-6-(1-(8-isobutyl-8-azabicyclo[3.2.1]octan-3-yl)piperidin-4-yl)-4-methyl-1H-benzo[d]imidazole FC=1C=C(C=CC1S(=O)(=O)C)C1=NC2=C(N1)C=C(C=C2C)C2CCN(CC2)C2CC1CCC(C2)N1CC(C)C